C1C(O1)C(C(C2CO2)O)O dianhydromannitol